NC1=NC(=CC(=N1)N1C(CCCCC1)C=1C(=NC=CC1)CO)C [3-[1-(2-amino-6-methyl-pyrimidin-4-yl)azepan-2-yl]-2-pyridinyl]methanol